aminocrotonate N/C(/C(=O)[O-])=C\C